CC1(OB(OC1(C)C)C1=NN2C(CCCC2)=C1)C 2-(4,4,5,5-tetramethyl-1,3,2-dioxaborolan-2-yl)-4,5,6,7-tetrahydropyrazolo[1,5-A]pyridine